CO[SnH2]C=1SC=CC1 methoxystannylthiophene